Ethyl (3S)-7-(6-amino-3-chloro-2-fluorophenyl)-5-oxo-1,2,3,5,8,8a-hexahydroindolizine-3-carboxylate NC1=CC=C(C(=C1C1=CC(N2[C@@H](CCC2C1)C(=O)OCC)=O)F)Cl